2-(3-((4-nitrobenzyl)sulfonyl)propoxy)tetrahydro-2H-pyran [N+](=O)([O-])C1=CC=C(CS(=O)(=O)CCCOC2OCCCC2)C=C1